Cl.N[C@H]1C[C@@H]2CC[C@H]3[C@@H]4CCC[C@@]4(C)CC[C@@H]3[C@]2(CC1)C 3α-amino-5α-androstane hydrochloride